C(C(C)C)P(=O)([O-])CC(C)C.[Na+] sodium diisobutylhypophosphite